C(CC)C1=NC(=CC=2C3=C(C=CC(=C3NC12)OC)C1=CC2=CC=CC=C2C=C1)F 1-propyl-3-fluoro-5-(2-naphthyl)-8-methoxy-beta-carboline